Dibenzyl 4,4'-(disulfanediylbis(ethane-2,1-diyl))bis(piperidine-1-carboxylate) S(SCCC1CCN(CC1)C(=O)OCC1=CC=CC=C1)CCC1CCN(CC1)C(=O)OCC1=CC=CC=C1